3-chloro-7,8-dihydro-1H,6H,9H-7,8a-methanopyrrolo[1',2':3,4]Imidazo[1,2-c]Pyrimidine ClC=1C=C2N(CN1)CC13N2CC(C1)C3